((tert-butyldimethylsilyl)oxy)-4-methyl-1H-pyrazole-5-carboxylic acid ethyl ester C(C)OC(=O)C1=C(C=NN1O[Si](C)(C)C(C)(C)C)C